C1(=CC=CC=C1)C(=CCC)C=CC=C 4-phenyl-octa-3,5,7-triene